ClC1=CC(=C(C=C1)C#CC1CNC1)F 3-[2-(4-Chloro-2-fluorophenyl)ethynyl]azetidine